benzo[1,2-b:4,5-b']bis[1]benzothiophene-3,9-dicarboxylic acid C1=CC(=CC2=C1C=1C(S2)=CC2=C(SC3=C2C=CC(=C3)C(=O)O)C1)C(=O)O